diethyl (4-oxo-benzo[d][1,2,3]triazin-3(4H)-yl) phosphate P(=O)(OCC)(OCC)ON1N=NC2=C(C1=O)C=CC=C2